NC=1N=C(SC1C(C1=CC=C(C=C1)OC)=O)N(C1=CC=C(C=C1)F)[C@H](C(=O)N)C (S)-2-(N-[4-amino-5-(4-methoxybenzoyl)thiazol-2-yl]-4-fluoro-anilino)propanamide